4-(4-((3-fluorobenzyl)oxy)benzyl)morpholine-3-carboxamide FC=1C=C(COC2=CC=C(CN3C(COCC3)C(=O)N)C=C2)C=CC1